FC1=C(C=CC(=C1)C(F)(F)F)CN1CCC2(CNC2)CC1 7-[[2-Fluoro-4-(trifluoromethyl)phenyl]methyl]-2,7-diazaspiro[3.5]nonane